FC1=CC=C(CN2C3=CC=CC=C3C=3C=CN=C(C23)CNC2=NC=CC=3C4=CC=CC=C4N(C23)CCCC2=CC=CC=C2)C=C1 N-{[9-(4-fluorobenzyl)-β-carbolin-1-yl]methyl}-9-(3-phenylpropyl)-β-carbolin-1-amine